BrC1=C(C=C2C(=CN(C2=C1)CC(C)C)[C@@H](C(F)(F)F)NS(=O)C(C)(C)C)F N-[(1S)-1-(6-bromo-5-fluoro-1-isobutyl-indol-3-yl)-2,2,2-trifluoro-ethyl]-2-methyl-propane-2-sulfinamide